(S)-7-(4-(3-(4-(2-aminoacetyl)piperazin-1-yl)propoxy)phenyl)-N-(2-(2-cyano-4,4-difluoropyrrolidin-1-yl)-2-oxoethyl)quinoline-4-carboxamide NCC(=O)N1CCN(CC1)CCCOC1=CC=C(C=C1)C1=CC=C2C(=CC=NC2=C1)C(=O)NCC(=O)N1[C@@H](CC(C1)(F)F)C#N